N-{5-bromo-6-[(1H-pyrazol-1-yl)methyl]-1,2-benzoxazol-3-yl}-2,6-dimethoxybenzene-1-sulfonamide BrC=1C(=CC2=C(C(=NO2)NS(=O)(=O)C2=C(C=CC=C2OC)OC)C1)CN1N=CC=C1